BrC1=C(C(=C(C=C1)F)F)OCOCC 1-Bromo-2-(ethoxymethoxy)-3,4-difluorobenzene